C(=C)C1=CC=C(C=C1)N(C1=CC=C(C=C1)C1=CC=C(C=C1)N(C1=CC=CC2=CC=CC=C12)C1=CC=C(C=C1)C=C)C1=CC=CC2=CC=CC=C12 N4,N4'-bis(4-vinylphenyl)-N4,N4'-bis-1-naphthylbiphenyl-4,4'-diamine